5-chlorobenzo[b]thiophene-2,3-dione ClC1=CC2=C(SC(C2=O)=O)C=C1